FC(OC1=CC=C(C=C1)C=1C=2N(C(=C(C1)C#N)C=C)C=CN2)(F)F 8-(4-(trifluoromethoxy)phenyl)-5-vinylimidazo[1,2-a]pyridine-6-carbonitrile